COC1=CC=2C=C(C3=CC=C(C=C3C2C=C1OC)C)C(=O)O 2,3-dimethoxy-6-methylphenanthrene-9-carboxylic acid